N1(N=NC=C1)CC12CC(CC(N1C(=O)NC1=CC(=C(C=C1)C)C1=NC=C(C=N1)F)C2)C 1-((1H-1,2,3-triazol-1-yl)methyl)-N-(3-(5-fluoropyrimidin-2-yl)-4-methylphenyl)-3-methyl-6-azabicyclo[3.1.1]heptane-6-carboxamide